azaisoindole N=1NC=C2C=CC=CC12